ClC1=CC=CC2=C1NC(=N2)C(=O)N2CC=1C=CC=NC1C(C2)C (7-Chloro-1H-benzo[d]imidazol-2-yl)(8-methyl-7,8-dihydro-1,6-naphthyridin-6(5H)-yl)methanone